N-dimethylaminopropyl-N-(2-hydroxyethyl)-N-methylamine CN(C)CCCN(C)CCO